FC(C1=C(C=CC=C1)S(=O)(=O)[O-])(F)F.C1(=CC=CC=C1)[S+](C1=CC=C(C=C1)C(C)(C)C)C1=CC=CC=C1 diphenyl-(4-t-butylphenyl)sulfonium 2-trifluoromethylbenzenesulfonate